CN1N=C(C=C1C)NC1=NC=C(C(=N1)N1C=C(C2=CC(=CC=C12)NC(C=C)=O)C)C N-[1-[2-[(1,5-dimethylpyrazol-3-yl)amino]-5-methyl-pyrimidin-4-yl]-3-methyl-indol-5-yl]prop-2-enamide